ClCC(=O)N[C@@H](CCCCN)C(=O)O N-α-chloroacetyl-lysine